N[C@H](C(=O)O)CSCC#C (R)-2-amino-3-(2-propynylmercapto)propionic acid